C(C)(=O)C=1C=CC(=NC1)NC1=CC(=C(N=N1)C(=O)NC)NC1=C(C(=CC=C1)C1=NN(C=N1)C)OC 6-((5-acetylpyridin-2-yl)amino)-4-((2-methoxy-3-(1-methyl-1H-1,2,4-triazol-3-yl)phenyl)amino)-N-methylpyridazine-3-carboxamide